(S)-N-(4-(3-bromophenyl)thiazol-2-yl)-1-(5-methyl-1-(methylsulfonyl)-1H-pyrrole-3-carbonyl)azetidine-2-carboxamide BrC=1C=C(C=CC1)C=1N=C(SC1)NC(=O)[C@H]1N(CC1)C(=O)C1=CN(C(=C1)C)S(=O)(=O)C